p-trifluoromethylphenyl-phosphine oxide FC(C1=CC=C(C=C1)[PH2]=O)(F)F